ClC1=CC(=C(C(=N1)C(=C)C)[N+](=O)[O-])N 6-chloro-3-nitro-2-(prop-1-en-2-yl)pyridin-4-amine